C(=C)(C)C1=CC=C(C=C1)[Si](O)(O)O (4-isopropenylphenyl)trihydroxysilane